tert-butyl (1R,5S,6s)-6-((4-acetyl-6-(4-fluorophenyl)pyridin-2-yl)oxy)-3-azabicyclo[3.1.0]hexane-3-carboxylate C(C)(=O)C1=CC(=NC(=C1)C1=CC=C(C=C1)F)OC1[C@@H]2CN(C[C@H]12)C(=O)OC(C)(C)C